2-tert-butyl-6-chloropyridine-2,3-diamine C(C)(C)(C)C1(NC(=CC=C1N)Cl)N